FC=1C(=C(C=NC1)[C@@H]1C2=C(NC(=C1C(=O)OC)CF)COC2=O)[C@@H](C)F methyl (R)-4-(5-fluoro-4-((R)-1-fluoroethyl) pyridin-3-yl)-2-(fluoromethyl)-5-oxo-1,4,5,7-tetrahydrofurano[3,4-b]pyridine-3-carboxylate